(-)-4-((5-(3-Hydroxy-2-oxo-3-(trifluoromethyl)indolin-1-yl)pyridin-3-yl)methyl)phthalazin-1(2H)-one OC1(C(N(C2=CC=CC=C12)C=1C=C(C=NC1)CC1=NNC(C2=CC=CC=C12)=O)=O)C(F)(F)F